1-(4-bromo-2-chlorophenyl)cyclobutan-1-ol BrC1=CC(=C(C=C1)C1(CCC1)O)Cl